ClC=1C=C2C=CN=C(C2=CC1)NC=1C=NC(=CC1)Cl 6-chloro-N-(6-chloropyridin-3-yl)isoquinolin-1-amine